[N+](=O)([O-])OC[C@H](N)C(=O)O serine 3-nitrate